CC(=O)C1=CC=C(C=C1)B(O)O 4-methyl-carbonyl-phenylboronic acid